2-[2-[[4-[[3-(2,3-Difluoro-4-methoxy-phenyl)imidazo[1,2-a]pyrazin-8-yl]amino]-2-ethyl-phenyl]methylamino]ethoxy]ethyl-(4-methoxy-4-oxo-butyl)-dimethyl-ammonium bromide [Br-].FC1=C(C=CC(=C1F)OC)C1=CN=C2N1C=CN=C2NC2=CC(=C(C=C2)CNCCOCC[N+](C)(C)CCCC(=O)OC)CC